(6aR)-8-acryloyl-3-(3,6-difluoro-2-hydroxyphenyl)-4-fluoro-1-((S)-4-hydroxy-2,2-dimethylpyrrolidin-1-yl)-6,6a,7,8,9,10-hexahydro-12H-pyrazino[2,1-c]pyrido[3,4-f][1,4]oxazepin-12-one C(C=C)(=O)N1C[C@@H]2COC3=C(C(N2CC1)=O)C(=NC(=C3F)C3=C(C(=CC=C3F)F)O)N3C(C[C@@H](C3)O)(C)C